(R)-(5-(3-amino-3H-spiro[benzofuran-2,4'-piperidin]-1'-yl)-9-(3-chloropyridin-4-yl)-7H-imidazo[1,2-c]pyrrolo[3,2-e]pyrimidin-7-yl)methanol N[C@@H]1C2=C(OC13CCN(CC3)C3=NC1=C(C=4N3C=CN4)C(=CN1CO)C1=C(C=NC=C1)Cl)C=CC=C2